P(=O)(OC=CC)(OCC)[O-] propenyl ethyl phosphate